2-dicyclohexylphosphino-2',4',6'-triisopropyl-(1,1'-biphenyl) C1(CCCCC1)P(C1=C(C=CC=C1)C1=C(C=C(C=C1C(C)C)C(C)C)C(C)C)C1CCCCC1